13-((2-carboxyethoxy)methyl)-1-((2,4-dinitrophenyl)amino)-l-1-oxo-3,6,9,15-tetraoxa-12-azaoctadecan-18-oic acid C(=O)(O)CCOCC(NCCOCCOCCOCC(=O)NC1=C(C=C(C=C1)[N+](=O)[O-])[N+](=O)[O-])COCCC(=O)O